3,3,4,4,5,5,5-heptafluoropentanal FC(CC=O)(C(C(F)(F)F)(F)F)F